FC1=C(C(=CC=C1)C)N1CCC(CC1)C1=CC=2C(=NC=CN2)N(C1=O)[C@@H]1CCCC=2C=CC=NC12 (R)-7-(1-(2-fluoro-6-methylphenyl)piperidin-4-yl)-5-(5,6,7,8-tetrahydroquinolin-8-yl)pyrido[2,3-b]pyrazin-6(5H)-one